O[C@@H]1C[C@H](N(C1)C([C@H](C(C)(C)C)NC([C@H](C)NC(OC(C)(C)C)=O)=O)=O)C(NCC1=CC=C(C=C1)C1=C(N=CS1)C)=O tert-butyl (S)-1-((S)-1-((2S,4R)-4-hydroxy-2-(4-(4-methylthiazol-5-yl)benzylcarbamoyl)pyrrolidin-1-yl)-3,3-dimethyl-1-oxobutan-2-ylamino)-1-oxopropan-2-ylcarbamate